5-(2-(4-(5-(difluoromethyl)-1,3,4-oxadiazol-2-yl)benzyl)-2H-tetrazol-5-yl)benzo[d]oxazol-2-amine FC(C1=NN=C(O1)C1=CC=C(CN2N=C(N=N2)C=2C=CC3=C(N=C(O3)N)C2)C=C1)F